1-(11Z-docosenoyl)-2-(9Z,12Z,15Z-octadecatrienoyl)-glycero-3-phospho-(1'-sn-glycerol) CCCCCCCCCC/C=C\CCCCCCCCCC(=O)OC[C@H](COP(=O)(O)OC[C@H](CO)O)OC(=O)CCCCCCC/C=C\C/C=C\C/C=C\CC